C1(CCC=2C=NC=3C=CC=CC3C21)=O 3H-cyclopenta(c)quinolone